C(C)C1=C(C=C(C=C1F)C(C)C)[C@@H](C(=O)O)N1C[C@@H](CC1)N(CCCCCC1=NC=2NCCCC2C=C1)C (S)-2-(2-ethyl-3-fluoro-5-isopropylphenyl)-2-((R)-3-(methyl-(5-(5,6,7,8-tetrahydro-1,8-naphthyridin-2-yl)pentyl)amino)pyrrolidin-1-yl)acetic acid